6-(2-chloropyrimidin-4-yl)-8-fluoro-2-methyl-imidazo[1,2-a]pyridine ClC1=NC=CC(=N1)C=1C=C(C=2N(C1)C=C(N2)C)F